1-(5-{[(5-chlorothiophen-2-yl)methyl]amino}-3-[1-(oxetan-3-ylmethyl)piperidin-4-yl]-1H-pyrazol-1-yl)-2,2-dimethylpropan-1-one ClC1=CC=C(S1)CNC1=CC(=NN1C(C(C)(C)C)=O)C1CCN(CC1)CC1COC1